3-(difluoromethyl)azetidine-1-carboxamide FC(C1CN(C1)C(=O)N)F